methyl (R)-6-(7-((tert-butoxycarbonyl)amino)-5-azaspiro[2.4]heptan-5-yl)hexanoate C(C)(C)(C)OC(=O)N[C@H]1CN(CC12CC2)CCCCCC(=O)OC